N-[2-fluoro-3-[[7-[(3-fluoro-2-pyridyl)oxy]-4-methyl-2-oxo-chromen-3-yl]methyl]phenyl]cyclopropanesulfonamide FC1=C(C=CC=C1CC=1C(OC2=CC(=CC=C2C1C)OC1=NC=CC=C1F)=O)NS(=O)(=O)C1CC1